4-(3-Chloroanilino)-2'-[(2R)-3-{[(8R)-8-fluoro-5,6,7,8-tetrahydroquinolin-4-yl]oxy}-2-methylpropyl]-2',3'-dihydrospiro[cyclohexane-1,1'-indene]-4-carboxylic acid ClC=1C=C(NC2(CCC3(C(CC4=CC=CC=C34)C[C@H](COC3=CC=NC=4[C@@H](CCCC34)F)C)CC2)C(=O)O)C=CC1